C1(=CC(=CC(=C1)CNCC1=NC=CC=C1)CNCC1=NC=CC=C1)C1=CC(=CC(=C1)CNCC1=NC=CC=C1)CNCC1=NC=CC=C1 1,1',1'',1'''-([1,1'-biphenyl]-3,3',5,5'-tetrayl)tetrakis(N-(pyridin-2-ylmethyl)methanamine)